The molecule is a trinitrobenzene in which each of the nitro groups is meta- to the other two. It has a role as an explosive. C1=C(C=C(C=C1[N+](=O)[O-])[N+](=O)[O-])[N+](=O)[O-]